C(CCCCCCCCCCCCCCCCCCCCCCCC=CCC)(=O)O 25-Octacosenoic acid